2-bromo-2-ethoxyacetic acid-2-chloroethyl ester ClCCOC(C(OCC)Br)=O